FC(C=1C=C(C=C(C1)C(F)(F)F)[B-](C1=CC(=CC(=C1)C(F)(F)F)C(F)(F)F)(C1=CC(=CC(=C1)C(F)(F)F)C(F)(F)F)C1=CC(=CC(=C1)C(F)(F)F)C(F)(F)F)(F)F.[Mg+2].FC(F)(F)C=1C=C(C=C(C1)C(F)(F)F)[B-](C1=CC(=CC(=C1)C(F)(F)F)C(F)(F)F)(C1=CC(=CC(=C1)C(F)(F)F)C(F)(F)F)C1=CC(=CC(=C1)C(F)(F)F)C(F)(F)F magnesium tetrakis(3,5-bis(trifluoro-methyl)phenyl)borate